C=1(C(=CC=CC1)C(=O)[O-])C.[Na+] sodium toluate